2-(piperazin-1-yl)pyrimidine-5-carboxamide formate C(=O)O.N1(CCNCC1)C1=NC=C(C=N1)C(=O)N